CC1(OCC[C@H](C1)N1C(=NC=2C=NC=3C=CC(=CC3C21)C#N)[C@@H]2C[C@@H](CC2)F)C 1-[(4R)-2,2-dimethyltetrahydro-2H-pyran-4-yl]-2-[(1S,3R)-3-fluorocyclopentyl]-1H-imidazo[4,5-c]quinoline-8-carbonitrile